4-(2-(4-(5-(4-chlorophenyl)-4-methyl-1H-imidazol-2-yl)phenoxy)ethyl)morpholine ClC1=CC=C(C=C1)C1=C(N=C(N1)C1=CC=C(OCCN2CCOCC2)C=C1)C